FC=1C=NC=CC1C1=NN2C(=NC=3C=CC=CC3C2=N1)N[C@@H]1C(NCCCC1)=O (3S)-3-{[2-(3-fluoropyridin-4-yl)[1,2,4]triazolo[1,5-c]quinazolin-5-yl]amino}azepan-2-one